4-bromo-2-(chloromethyl)-1H-pyrrolo[2,3-c]Pyridine BrC1=C2C(=CN=C1)NC(=C2)CCl